ethyl 2-phenoxy-5-hydroxy-1,7-naphthyridine-6-carboxylate O(C1=CC=CC=C1)C1=NC2=CN=C(C(=C2C=C1)O)C(=O)OCC